(1S,6R,7R)-N-(7-chloro-6-(1-((3S,4S)-4-hydroxy-3-methyltetrahydrofuran-3-yl)piperidin-4-yl)isoquinolin-3-yl)-3-oxabicyclo[4.1.0]heptane-7-carboxamide ClC1=C(C=C2C=C(N=CC2=C1)NC(=O)[C@@H]1[C@@H]2CCOC[C@H]12)C1CCN(CC1)[C@]1(COC[C@H]1O)C